2-(4-amino-6-fluoro-9H-pyrimido[4,5-b]indol-9-yl)acetic acid NC1=NC=NC=2N(C3=CC=C(C=C3C21)F)CC(=O)O